(R)-1-(2,6-dichlorophenyl)-4-((4-(3-(dimethylamino)pyrrolidine-1-carbonyl)phenyl)amino)-1H-pyrazole-3-carboxamide ClC1=C(C(=CC=C1)Cl)N1N=C(C(=C1)NC1=CC=C(C=C1)C(=O)N1C[C@@H](CC1)N(C)C)C(=O)N